2-[4-[(2S)-3-(4-bromo-3-methyl-phenoxy)-2-methyl-propyl]-1-piperidyl]-N-[3-(2,6-dioxo-3-piperidyl)-1-methyl-indazol-6-yl]acetamide BrC1=C(C=C(OC[C@H](CC2CCN(CC2)CC(=O)NC2=CC=C3C(=NN(C3=C2)C)C2C(NC(CC2)=O)=O)C)C=C1)C